C[Si](CCOCN1C=NC2=C1C(=CC=C2)CC(=O)OC)(C)C methyl 2-(1-((2-(trimethylsilyl)ethoxy)methyl)-1H-benzo[d]imidazol-7-yl)acetate